acrylyl ketone C(C=C)(=O)C(=O)C(C=C)=O